tert-butyl (2R,5S)-4-(7'-(5-cyanopyridazin-3-yl)-6',7'-dihydrospiro[cyclobutane-1,5'-pyrrolo[2,3-d]pyrimidin]-4'-yl)-2,5-dimethylpiperazine-1-carboxylate C(#N)C=1C=C(N=NC1)N1CC2(C3=C1N=CN=C3N3C[C@H](N(C[C@@H]3C)C(=O)OC(C)(C)C)C)CCC2